N-(5,7-bis(difluoromethoxy)-1-(prop-2-yn-1-yl)-1H-indazol-3-yl)-4-fluorobenzamide FC(OC=1C=C2C(=NN(C2=C(C1)OC(F)F)CC#C)NC(C1=CC=C(C=C1)F)=O)F